2-(methylsulfanyl)-4-(phenylamino)pyrimidine-5-carboxylic acid CSC1=NC=C(C(=N1)NC1=CC=CC=C1)C(=O)O